NC1=NC2=CC=C(C=C2C=C1C)C(=O)N(CC1=NC=C(C=C1)C(F)(F)F)[C@H](C(C)C)C1=NC=CC=N1 2-amino-3-methyl-N-((1R)-2-methyl-1-(2-pyrimidinyl)propyl)-N-((5-(trifluoromethyl)-2-pyridinyl)methyl)-6-quinolinecarboxamide